5-fluorothiophene-2,3-dicarboxaldehyde FC1=CC(=C(S1)C=O)C=O